2-methyl-2-(4-ethyl-3-iodophenyl)-propionic acid CC(C(=O)O)(C)C1=CC(=C(C=C1)CC)I